7-(((S)-1-((2S,4R)-4-hydroxyl-2-((4-(4-methylthiazol-5-yl)benzyl)carbamoyl)pyrrolidin-1-yl)-3,3-dimethyl-1-oxobutan-2-yl)amino)-7-oxoheptanoic acid O[C@@H]1C[C@H](N(C1)C([C@H](C(C)(C)C)NC(CCCCCC(=O)O)=O)=O)C(NCC1=CC=C(C=C1)C1=C(N=CS1)C)=O